(1R,3R,4R)-N-((R)-1-cyano-2-((R)-2-oxopyrrolidin-3-yl)ethyl)-2-((S)-3-cyclopropyl-2-((5-methylpyridin-3-yl)amino)propanoyl)-5,5-difluoro-2-azabicyclo[2.2.2]octane-3-carboxamide C(#N)[C@@H](C[C@@H]1C(NCC1)=O)NC(=O)[C@@H]1N([C@H]2CC([C@@H]1CC2)(F)F)C([C@H](CC2CC2)NC=2C=NC=C(C2)C)=O